FC=1C=CC(=C(C1)S(=O)(=O)N)C 5-fluoro-2-methyl-benzenesulfonamide